5-acetamido-7,8-dimethoxyquinoline-2,4-dicarboxylic acid dimethyl ester COC(=O)C1=NC2=C(C(=CC(=C2C(=C1)C(=O)OC)NC(C)=O)OC)OC